C12C(C3CC(CC(C1)C3)C2)NCCNC(=O)C2=NN(C(=C2C)C2=C(C=C(C=C2)Cl)Cl)C2=C(C=C(C=C2)Cl)Cl N-(2-((1r,3r,5r,7r)-adamantan-2-ylamino)ethyl)-1,5-bis(2,4-dichlorophenyl)-4-methyl-1H-pyrazole-3-carboxamide